2-[(2R)-3-(3,4-Dihydro-1H-isochinolin-2-yl)-2-hydroxypropyl]-6-[(1-methyl-3-piperidyl)oxy]-3,4-dihydroisochinolin-1-on C1N(CCC2=CC=CC=C12)C[C@H](CN1C(C2=CC=C(C=C2CC1)OC1CN(CCC1)C)=O)O